N-(4-(cis-bicyclo[3.1.0]hexan-3-yloxy)-3,5-difluorophenyl)-5-(2-fluoroethyl)-2-(5-azaspiro[2.4]heptan-5-yl)oxazole-4-carboxamide C12CC(CC2C1)OC1=C(C=C(C=C1F)NC(=O)C=1N=C(OC1CCF)N1CC2(CC2)CC1)F